1-(2',4'-bis(glycidyloxy)phenyl)adamantan C(C1CO1)OC1=C(C=CC(=C1)OCC1CO1)C12CC3CC(CC(C1)C3)C2